CNC(=O)C1=C(C=C(N1)C(=O)OCC)OC(C)C1=CC=CC=C1 ethyl 5-(methylcarbamoyl)-4-(1-phenylethoxy)-1H-pyrrole-2-carboxylate